2-(bisMethylamino)ethylene CN(C=C)C